disec-butylphosphoric acid C(C)(CC)OP(OC(C)CC)(O)=O